O[C@@H]1C[C@H](N(C1)C([C@H](C(C)(C)C)NC(CCCCCCCNC(=O)N1CCNCC1)=O)=O)C(NCC1=CC=C(C=C1)C1=C(N=CS1)C)=O N-(8-(((S)-1-((2S,4R)-4-hydroxy-2-((4-(4-methylthiazol-5-yl)benzyl)carbamoyl)pyrrolidin-1-yl)-3,3-dimethyl-1-oxobutan-2-yl)amino)-8-oxooctyl)piperazine-1-carboxamide